cobalt bis(triphenylphosphine) dichloride [Cl-].[Cl-].C1(=CC=CC=C1)P(C1=CC=CC=C1)C1=CC=CC=C1.C1(=CC=CC=C1)P(C1=CC=CC=C1)C1=CC=CC=C1.[Co+2]